FC1(CCC(CC1)CNS(=O)(=O)N)F N-((4,4-difluorocyclohexyl)methyl)sulfamide